(3-(((4-(2-((6-(4H-1,2,4-triazol-4-yl)-1H-indazol-4-yl)amino)ethoxy)butyl)amino)methyl)-5-chlorophenyl)methanol N=1N=CN(C1)C1=CC(=C2C=NNC2=C1)NCCOCCCCNCC=1C=C(C=C(C1)Cl)CO